Tris(tert-butoxy)silanol Ethyl-6-chloro-2-methyl-1-((2-(trimethylsilyl)ethoxy)methyl)-1H-thieno[2,3-d]imidazole-5-carboxylate C(C)S1C(=C(C2=C1N=C(N2COCC[Si](C)(C)C)C)Cl)C(=O)O.C(C)(C)(C)O[Si](O)(OC(C)(C)C)OC(C)(C)C